C(C)(C)(C)OC(CC1(CC2=CC=CC=C2C1)C(=O)O)=O 2-(2-tert-butoxy-2-oxoethyl)indan-2-carboxylic acid